1-(2-fluorophenyl)-N-[[5-(trifluoromethyl)-2-pyridyl]methyl]methanamine FC1=C(C=CC=C1)CNCC1=NC=C(C=C1)C(F)(F)F